[Cl-].O1CCC2C=3C(=CC=CC13)CC(C2)[NH3+] 2,3,3a,4,5,6-hexahydrobenzo[de]chromen-5-aminium chloride